N-(5-Chloro-6-(2H-1,2,3-triazol-2-yl)pyridin-3-yl)-1-(chinolin-5-yl)-5-(trifluoromethyl)-1H-pyrazol-4-carboxamid ClC=1C=C(C=NC1N1N=CC=N1)NC(=O)C=1C=NN(C1C(F)(F)F)C1=C2C=CC=NC2=CC=C1